ClC1=CC=C(C=C1)NC(=O)C1=NC(=CN=C1)C1=CC=C(C=C1)OC(F)(F)F N-(4-chlorophenyl)-6-(4-(trifluoromethoxy)phenyl)pyrazine-2-carboxamide